2-(2-methylphenyl)hydrazinium chloride [Cl-].CC1=C(C=CC=C1)N[NH3+]